2-hydroxy-4'-dimethylaminobenzophenone OC1=C(C(=O)C2=CC=C(C=C2)N(C)C)C=CC=C1